C(C)(C)(C)OC(COC1CC(C1)CN1CCN(CC1)C(=O)OCC1=CC=CC=C1)=O benzyl 4-[[3-(2-tert-butoxy-2-oxo-ethoxy)cyclobutyl]methyl]piperazine-1-carboxylate